rel-(R)-N-[2-amino-5-(4-fluorophenyl)phenyl]-4-(2-pyridylsulfonyl)benzamide NC1=C(C=C(C=C1)C1=CC=C(C=C1)F)NC(C1=CC=C(C=C1)S(=O)(=O)C1=NC=CC=C1)=O